(S)-4-(2-hydroxy-3-((2-hydroxyethyl)(ethyl)amino)propyl)butanoic acid-4-decyltetradecyl ester C(CCCCCCCCC)C(CCCOC(CCCC[C@@H](CN(CC)CCO)O)=O)CCCCCCCCCC